7'-((1R,3R)-3-hydroxycyclohexyl)-2'-((3-methyl-1H-pyrazol-5-yl)amino)spiro[cyclopropane-1,5'-pyrrolo[2,3-d]pyrimidin]-6'(7'H)-one O[C@H]1C[C@@H](CCC1)N1C(C2(C3=C1N=C(N=C3)NC3=CC(=NN3)C)CC2)=O